3-(3-Fluoro-4-(piperidin-4-yl)phenyl)piperidine-2,6-dione FC=1C=C(C=CC1C1CCNCC1)C1C(NC(CC1)=O)=O